C(C)(C)(C)OC(=O)N1CCC(CC1)C=1OC2=C(N1)C=C(C=C2)C2CC2 4-(5-cyclopropyl-1,3-benzoxazol-2-yl)piperidine-1-carboxylic acid tert-butyl ester